C(C)(C)(C)OC(=O)N1CC2(C1)CN(C2)C=2C=CC1=C(SC(=C1)C(=O)OCC)C2 6-(2-(ethoxycarbonyl)benzo[b]thiophen-6-yl)-2,6-diazaspiro[3.3]heptane-2-carboxylic acid tert-butyl ester